calcium dialuminate [O-][Al]=O.[O-][Al]=O.[Ca+2]